(9S)-9-ethyl-5-fluoro-1,9-dihydroxy-4-methyl-2,3,12,15-tetrahydrobenzo[de]pyrano[3',4':6,7]indolizino[1,2-b]quinoline-10,13(1H,9H)-dione C(C)[C@]1(C(OCC=2C(N3CC=4C(=NC=5C=C(C(=C6C5C4C(CC6)O)C)F)C3=CC21)=O)=O)O